NC1=CC=C(OC2=NC(=NC(=N2)OC2=CC=C(C=C2)N)OC2=CC=C(C=C2)N)C=C1 2,4,6-tris-(4-aminophenoxy)-1,3,5-triazine